C12CC(CC(CC1)N2)OC=2C=CC=1N=CN=C(C1N2)NC2=CC(=C(C=C2)OC2=CC=1N(C=C2)N=CN1)C 6-((8-Azabicyclo[3.2.1]octan-3-yl)oxy)-N-(4-([1,2,4]triazolo[1,5-a]pyridin-7-yloxy)-3-meth-ylphenyl)pyrido[3,2-d]pyrimidin-4-amine